4-methyl-6-oxo-1-(3-methylphenyl)-1,6-dihydropyridazine-3-amide CC=1C(=NN(C(C1)=O)C1=CC(=CC=C1)C)C(=O)N